CC1=C(C=NC=C1N1CC=2N=C(N=CC2CC1)NC=1C=NC=2CCN(CC2C1)C)NC(OCCCC)=O butyl N-(4-methyl-5-[2-[(6-methyl-7,8-dihydro-5H-1,6-naphthyridin-3-yl)amino]-5H,6H,8H-pyrido[3,4-d]pyrimidin-7-yl]pyridin-3-yl)carbamate